C1(=CC=CC=C1)C1(C=2C=CC=CC2C2(C3=CC=CC=C3C=3C=CC=CC23)C2=CC=CC=C12)C1=CC=CC=C1 10,10-diphenyl-10H-spiro[anthracene-9,9'-fluorene]